allyl-3-methylimidazole chloride salt [Cl-].C(C=C)C1=NC=CN1C